C(C)(C)(C)OC(=O)N1CCC=C[C@@H]1C (6S)-6-methyl-3,6-dihydropyridine-1(2H)-carboxylic acid tert-butyl ester